OC=1C=C2CC[C@@H]([C@@H](C2=CC1)C1=CC=C(C=C1)N1CCN(CC1)C[C@H]1[C@@H](CCCC1)C=O)C1=CC=CC=C1 (1R,2R)-2-((4-(4-((1R,2S)-6-hydroxy-2-phenyl-1,2,3,4-tetrahydronaphthalen-1-yl)phenyl)piperazin-1-yl)methyl)cyclohexane-1-carbaldehyde